N([NH2]=O)[O-] diazanolate 2-oxide